CC(=O)CO The molecule is a propanone that is acetone in which one of the methyl hydrogens is replaced by a hydroxy group. It has a role as a human metabolite, an Escherichia coli metabolite and a mouse metabolite. It is a member of propanones, a methyl ketone, a primary alcohol and a primary alpha-hydroxy ketone. It derives from an acetone.